2-ethylhexyl-3-[3-tert-butyl-4-hydroxy-5-(5-chloro-2H-benzotriazol-2-yl)phenyl]propionate C(C)C(COC(CCC1=CC(=C(C(=C1)N1N=C2C(=N1)C=CC(=C2)Cl)O)C(C)(C)C)=O)CCCC